C(=C)C1=CC2=C(SC3=C2C=CC=C3)C=C1 2-vinyldibenzo[b,d]thiophene